C(C(=O)O)(=O)O.C1NCC12CCS(CC2)(=O)=O.C2NCC21CCS(CC1)(=O)=O 7-thia-2-azaspiro[3.5]nonane 7,7-dioxide hemioxalate